CN(CCO)CC1=CC=CC=C1 methyl-N-hydroxyethyl-benzylamine